benzyl (2-(2-(4-fluorophenyl)-6-(2-hydroxy-1-(1-methyl-3-(oxazol-2-yl)-1H-pyrazole-5-carboxamido)propan-2-yl)pyridin-4-yl)propan-2-yl)carbamate FC1=CC=C(C=C1)C1=NC(=CC(=C1)C(C)(C)NC(OCC1=CC=CC=C1)=O)C(CNC(=O)C1=CC(=NN1C)C=1OC=CN1)(C)O